tert-butyl [4-(3-amino-pyridin-2-ylamino)-phenyl]-carbamate NC=1C(=NC=CC1)NC1=CC=C(C=C1)NC(OC(C)(C)C)=O